6-(2-{5-chloro-2-oxo-1,2-dihydrospiro[indole-3,4'-piperidin]-1'-yl}ethoxy)-N-methyl-1,2,3,4-tetrahydroquinoline-1-carboxamide ClC=1C=C2C(=CC1)NC(C21CCN(CC1)CCOC=1C=C2CCCN(C2=CC1)C(=O)NC)=O